[Na].FC(C(OC(C(F)(F)F)(F)F)(F)F)(F)F perfluoro(2-ethoxyethane) sodium